4-[[4-(difluoromethyl)-2-(trifluoromethyl)phenoxy]methyl]-3-methoxy-benzaldehyde FC(C1=CC(=C(OCC2=C(C=C(C=O)C=C2)OC)C=C1)C(F)(F)F)F